ethyl 1-(4-fluorobenzyl)-5-hydroxy-1H-pyrazole-3-carboxylate FC1=CC=C(CN2N=C(C=C2O)C(=O)OCC)C=C1